FC1=C(C(=O)N2C[C@H](N([C@@H](C2)C)C(=O)C2=CC=C(C=C2)CCO)C)C=CC(=C1)OC ((2R,6R)-4-(2-fluoro-4-methoxybenzoyl)-2,6-dimethylpiperazin-1-yl)(4-(2-hydroxyethyl)phenyl)methanone